ClC=1C2=C(N(C(N1)=O)C1=C(C=CC=C1C)C)N=C(C(=C2)F)Cl 4,7-Dichloro-1-(2,6-dimethylphenyl)-6-fluoropyrido[2,3-d]pyrimidin-2(1H)-one